C(C)OC(C(CC=C)(C)O)=O 2-hydroxy-2-methylpent-4-enoic acid ethyl ester